3-(6-(3-(4-(6-(6-((R)-2-(3-Fluorophenyl)pyrrolidin-1-yl)imidazo[1,2-b]pyridazin-3-yl)pyridin-2-yl)piperazin-1-yl)propyl)-1-oxoisoindolin-2-yl)piperidine-2,6-dione FC=1C=C(C=CC1)[C@@H]1N(CCC1)C=1C=CC=2N(N1)C(=CN2)C2=CC=CC(=N2)N2CCN(CC2)CCCC2=CC=C1CN(C(C1=C2)=O)C2C(NC(CC2)=O)=O